ClC=1C(=CC(=C(C(=O)NC2=C(C=CC=C2F)F)C1)O[C@H](C(F)(F)F)C)N1N=C2N(CCCC2)C1=O 5-Chloro-N-(2,6-difluorophenyl)-4-(3-oxo-5,6,7,8-tetrahydro[1,2,4]triazolo[4,3-a]pyridin-2(3H)-yl)-2-{[(2S)-1,1,1-trifluoropropan-2-yl]oxy}benzamid